tert-butyl 4-[2-(3-morpholinopropoxy)-7-[5-(trifluoromethyl)-1-(2-trimethylsilylethoxymethyl)indazol-4-yl]-6,8-dihydro-5H-pyrido[3,4-d]pyrimidin-4-yl]piperazine-1-carboxylate O1CCN(CC1)CCCOC=1N=C(C2=C(N1)CN(CC2)C2=C1C=NN(C1=CC=C2C(F)(F)F)COCC[Si](C)(C)C)N2CCN(CC2)C(=O)OC(C)(C)C